NC(C)C1=NC2=C(N1C(C)C)C=C(C=C2F)C2=NC(=NC=C2Cl)N[C@H]2[C@@H](CN(CC2)S(=O)(=O)C)O (3R,4R)-4-({4-[2-(1-aminoethyl)-4-fluoro-1-(propan-2-yl)-1H-benzimidazol-6-yl]-5-chloropyrimidin-2-yl}amino)-1-(methanesulfonyl)piperidin-3-ol